BrC(=CC=O)Br 3,3-Dibromo-2-propenal